2-[[(1R)-1-(2-Ethylsulfanyl-3,6-dimethyl-4-oxo-chromen-8-yl)ethyl]amino]-6-fluoro-benzonitrile C(C)SC=1OC2=C(C=C(C=C2C(C1C)=O)C)[C@@H](C)NC1=C(C#N)C(=CC=C1)F